ClC=1SC(=C(N1)C=1C=NN(C1)CC(F)(F)F)C(C)=O 1-[2-chloro-4-[1-(2,2,2-trifluoroethyl)pyrazol-4-yl]-1,3-thiazol-5-yl]ethanone